NC=1N=NC(=CC1N1CC2CCC(C1)N2CC2=CC=C(C=N2)N2C(NC(CC2)=O)=O)C2=C(C=CC(=C2)F)O 1-(6-((3-(3-amino-6-(5-fluoro-2-hydroxyphenyl)pyridazin-4-yl)-3,8-diazabicyclo[3.2.1]octan-8-yl)methyl)pyridin-3-yl)dihydropyrimidine-2,4(1H,3H)-dione